C(C)(C)(C)OC(=O)N1C(CNCC1Cl)C1=NC(=NC2=C(C(=CC=C12)C1=C2C=NNC2=CC=C1C)OC1CC1)O[C@@H]1CN(CC1)C 6-chloro-8-cyclopropoxy-7-(5-methyl-1H-indazol-4-yl)-2-((((S)-1-methylpyrrolidin-3-yl)oxy)quinazolin-4-yl)piperazine-1-carboxylic acid tert-butyl ester